(±)-allyl 2-(4-acetoxycyclohexyl)-2-[4-[3-[tert-butylsulfinyl(2-trimethylsilylethoxy methyl)amino]oxetan-3-yl]phenyl]acetate C(C)(=O)OC1CCC(CC1)C(C(=O)OCC=C)C1=CC=C(C=C1)C1(COC1)N(COCC[Si](C)(C)C)S(=O)C(C)(C)C